(S)-5-(imidazo[1,2-b]pyridazin-6-yl)-N-(1-methoxypropan-2-yl)-7H-pyrrolo[2,3-d]pyrimidin-2-amine N=1C=CN2N=C(C=CC21)C2=CNC=1N=C(N=CC12)N[C@H](COC)C